ClC1=C(C(=O)OC)C(=CC(=N1)Cl)\C=C\N(C)C methyl (E)-2,6-dichloro-4-(2-(dimethylamino)vinyl)nicotinate